CN(C1CC2=C(N(N=C2CC1)C1=NC=C(C=C1)C(F)(F)F)O)CC1=CC=NC=C1 5-[methyl-(pyridin-4-ylmethyl)amino]-2-(5-trifluoromethylpyridin-2-yl)-4,5,6,7-tetrahydro-2H-indazol-3-ol